O=C1NC(CCC1N1C(C2=CC=C(C=C2C1=O)OCCOCCOC1=CC=C(C=C1)CN1C(\C(\C2=CC=CC=C12)=C/C=C/C1=CC=C(C=C1)[N+](=O)[O-])=O)=O)=O 2-(2,6-dioxopiperidin-3-yl)-5-(2-(2-(4-(((Z)-3-((E)-3-(4-nitrophenyl)allylidene)-2-oxoindolin-1-yl)methyl)phenoxy)ethoxy)ethoxy)isoindoline-1,3-dione